N-{(2S,3R)-4,4-difluoro-2-[(2-fluoro[1,1'-biphenyl]-3-yl)methyl]pyrrolidin-3-yl}cyclopropanesulfonyl-amine hydrochloride Cl.FC1([C@@H]([C@@H](NC1)CC=1C(=C(C=CC1)C1=CC=CC=C1)F)NS(=O)(=O)C1CC1)F